(6-(2-(((S)-2-fluorobutyl)amino)-4-(((1r,4S)-4-hydroxycyclohexyl)amino)pyrimidin-5-yl)pyridin-3-yl)(4-fluoropiperidin-1-yl)methanone trifluoroacetate salt FC(C(=O)O)(F)F.F[C@H](CNC1=NC=C(C(=N1)NC1CCC(CC1)O)C1=CC=C(C=N1)C(=O)N1CCC(CC1)F)CC